C1(CCCCC1)P(=O)(O)CC(C(=O)O)CCC(=O)O 2-[[cyclohexylhydroxyphosphinyl]methyl]glutaric acid